NC1=C2C(N(C(C2=CC=C1)=O)C1C(N(C(CC1)=O)CC)=O)=O 4-amino-2-(1-ethyl-2,6-dioxopiperidin-3-yl)isoindoline-1,3-dione